1,2,2,2-tetrafluoroethyl fluoromethyl ether FCOC(C(F)(F)F)F